2-(4-morpholinoanilino)-N6-cyclohexyladenine O1CCN(CC1)C1=CC=C(NC2=NC(=C3NC=NC3=N2)NC2CCCCC2)C=C1